FC=1C=CC(=C(C1)N1C(SC=C1C=1C=C(C(=O)NCCCCC=2SC=CC2)C=CC1)=O)OC 3-(3-(5-Fluoro-2-methoxyphenyl)-4-thiazolinonyl)-N-(4-(thiophen-2-yl)butyl)benzamide